6-(3-azabicyclo[3.1.0]hexan-3-yl)-N-(5-chloropyridin-2-yl)-4-(1-(cyclopropylmethyl)piperidin-4-yl)pyridin-2-amine C12CN(CC2C1)C1=CC(=CC(=N1)NC1=NC=C(C=C1)Cl)C1CCN(CC1)CC1CC1